C(C)(C)(C)OC(=O)N1CCC2(CC(C2)N2[C@@H](CCC2)C2=C(C=CC=C2)C(C)C)CC1 (S)-2-(2-(2-isopropylphenyl)pyrrolidine-1-yl)-7-azaspiro[3.5]Nonane-7-carboxylic acid tert-butyl ester